8-hydroxy-2,3-dimethyl-6-(methylthio)-4H-pyrimido[1,2-a]pyrimidin-4-one OC1=NC=2N(C(C(=C(N2)C)C)=O)C(=C1)SC